P(O)(=O)(OP(=O)(O)O)OC[C@@H]1[C@H]([C@H]([C@@H](O1)N1C=NC=2C(N)=NC=NC12)O)O adenosine diphosphate